3,4-bis(bis-o-tolylphosphono)furan-2,5-dione C1(=C(C=CC=C1)OP(=O)(OC1=C(C=CC=C1)C)C=1C(OC(C1P(=O)(OC1=C(C=CC=C1)C)OC1=C(C=CC=C1)C)=O)=O)C